S(=O)(=O)(C=1C=C(C(C(=O)O)=CC1)C(=O)O)C=1C=C(C(C(=O)O)=CC1)C(=O)O 4,4'-sulfonyl-diphthalic acid